[OH-].C(C(=C)C)(=O)OCC[N+](CCCS(=O)(=O)O)(C)C [2-(methacryloyloxy)ethyl]dimethyl-(3-sulfopropyl)-ammonium hydroxide